C1(CCCC1)CCC1=NC(=NO1)C1=CC2=C(N(C=N2)CCNC(C2=CC=C(C=C2)OC)=O)C=C1 N-(2-(5-(5-(2-cyclopentylethyl)-1,2,4-oxadiazol-3-yl)-1H-benzo[d]imidazol-1-yl)ethyl)-4-methoxybenzamide